O=C1C(N2CCC1CC2)CNS(=O)(=O)C2CC2 N-((3-oxoquinuclidin-2-yl)methyl)cyclopropane-sulfonamide